C(C)(C)NC[C@H](COC1=CC=C(C2=CC=CC=C12)N)O R-1-isopropylamino-3-(4-amino-1-naphthoxy)-2-propanol